4-amino-N-(3,3-difluoroallyl)-8-(3,6-dimethoxypyridazin-4-yl)isoquinoline-3-carboxamide NC1=C(N=CC2=C(C=CC=C12)C1=C(N=NC(=C1)OC)OC)C(=O)NCC=C(F)F